COC1=C(N=C2N1C=CC=C2)C2=C(C=CC=C2)O methoxy-2-(2'-hydroxyphenyl)imidazo[1,2-a]pyridine